(S)-N-((5-((1r,6S)-2,5-diazabicyclo[4.1.0]heptan-2-yl)pyrimidin-2-yl)methyl)-4-(3-(5-fluoro-2-methoxypyridin-4-yl)-1H-pyrazole-5-carbonyl)-4-azaspiro[2.5]octane-7-carboxamide [C@@H]12N(CCN[C@H]2C1)C=1C=NC(=NC1)CNC(=O)[C@H]1CCN(C2(CC2)C1)C(=O)C1=CC(=NN1)C1=CC(=NC=C1F)OC